ClC=1C=C(C=CC1)C=1C=C(C(=NC1)C(=O)OC)Cl methyl 5-(3-chlorophenyl)-3-chloropyridine-carboxylate